C1(CCC1)[C@H]1CN2C(CO1)=C(C(=N2)C2=NC=C(C=C2)F)C2=C1C(=NC=C2)NN=C1 (S)-6-Cyclobutyl-2-(5-fluoropyridin-2-yl)-3-(1H-pyrazolo[3,4-b]pyridin-4-yl)-6,7-dihydro-4H-pyrazolo[5,1-c][1,4]oxazine